C(CCC)N(C(C)=O)CCCCCCCCCCCC N-butyl-N-dodecylacetamide